COC1=CC=C(C=N1)NC(=O)[C@H]1CC12CCN(CC2)C(=O)OC(C(F)(F)F)C(F)(F)F 1,1,1,3,3,3-Hexafluoropropan-2-yl (S)-1-((6-methoxypyridin-3-yl)carbamoyl)-6-azaspiro[2.5]octan-6-carboxylat